NC1=C(C=NN1C=1C=NC(=CC1C)OC1=C(C=CC=C1F)F)C(=O)C1=CC=2C(=CC=C3CCN(C(C23)CO)C2COC2)N1 (5-amino-1-{6-[(2,6-difluorophenyl)oxy]-4-methylpyridin-3-yl}pyrazol-4-yl)[1-(hydroxymethyl)-2-(oxetan-3-yl)-2,3,4,7-tetrahydro-1H-pyrrolo[2,3-H]isoquinolin-8-yl]methanone